BrCCOCCC(=O)[O-] 3-(2-bromoethoxy)propanoate